C(CCCCC\C=C/CCCCCCC)C=1C=C(C=C(C1)O)O 5-[(7Z)-Pentadec-7-en-1-yl]benzene-1,3-diol